C(=C)C1=CC(=CC=2NC=NC21)C(=O)O 4-vinyl-1H-benzo[d]imidazole-6-carboxylic acid